C(C)(C)(C)N(C(O)=O)C1=CC(=NC=C1OCC)NC(COC)=O.C(C)OC=1C(=CC(=NC1)NC(COC)=O)NC(OC(C)(C)C)=O tert-butyl (5-ethoxy-2-(2-methoxyacetamido)pyridin-4-yl)carbamate tert-Butyl-(5-ethoxy-2-(2-methoxyacetamido)pyridin-4-yl)carbamate